4-(2,3-dimethyl-2H-indazol-6-yl)-N4-methylpyrimidine-2,4-diamine hydrochloride Cl.CN1N=C2C=C(C=CC2=C1C)C1(NC(=NC=C1)N)NC